N-(6-bromo-1-methylindol-3-yl)-4-(trifluoromethoxy)benzamidine BrC1=CC=C2C(=CN(C2=C1)C)NC(C1=CC=C(C=C1)OC(F)(F)F)=N